(E)-3-(4-(6-(((1R,3s,5S)-9-azabicyclo[3.3.1]nonan-3-yl)(methyl)amino)pyridazin-3-yl)-3-hydroxyphenyl)-N-methoxy-N-methylacrylamide [C@H]12CC(C[C@H](CCC1)N2)N(C2=CC=C(N=N2)C2=C(C=C(C=C2)/C=C/C(=O)N(C)OC)O)C